2,2,3,3-tetramethyl-N-[5-(2,2,2-trifluoroethoxy)-2-pyridinyl]cyclopropanecarboxamide CC1(C(C1(C)C)C(=O)NC1=NC=C(C=C1)OCC(F)(F)F)C